O[C@H]1[C@H](OC(C([C@H]1O)OC)(C)C)OC=1C(=CC(=C(C1)C1=CC(=CC=C1)F)CCNC(C)=O)C |&1:2| N-(2-(5-(((3R,4S,SR)-3,4-dihydroxy-5-methoxy-6,6-dimethyltetrahydro-2H-pyran-2-yl)oxy)-3'-fluoro-4-methyl-[1,1'-biphenyl]-2-yl)ethyl)acetamide